C(#N)C=1C(=NC(=C(C1CC)C#N)N(C)C)SCC1=CC=C(C=C1)CC(=O)O 2-(4-(((3,5-dicyano-6-(dimethylamino)-4-ethylpyridin-2-yl)thio)methyl)phenyl)acetic acid